tert-butyl (5S)-3,3-difluoro-5-[[4-[2-methyl-4-[[4-(3,3,3-trifluoropropanoylamino)-1-naphthyl]oxy]thiazol-5-yl]pyrimidin-2-yl]amino]piperidine-1-carboxylate FC1(CN(C[C@H](C1)NC1=NC=CC(=N1)C1=C(N=C(S1)C)OC1=CC=C(C2=CC=CC=C12)NC(CC(F)(F)F)=O)C(=O)OC(C)(C)C)F